(S)-tert-butyl 5-methyl-5,6-dihydro-[2,4'-bipyridine]-1(4H)-carboxylate C[C@H]1CC=C(N(C1)C(=O)OC(C)(C)C)C1=CC=NC=C1